FC(C=1C=C(OC2=NN(C3=C2CN(CC3)C(=O)OC(C)(C)C)C3CCOCC3)C=CC1I)F tert-Butyl 3-[3-(difluoromethyl)-4-iodophenoxy]-1-(oxan-4-yl)-4H,6H,7H-pyrazolo[4,3-c]pyridine-5-carboxylate